P(OSC[C@H]1O[C@H](C[C@@H]1O)N1C2=NC(=NC(=C2N=C1)S)N)([O-])=O ((((2s,3s,5r)-5-(2-amino-6-mercapto-9H-purin-9-yl)-3-hydroxytetrahydrofuran-2-yl) methyl) thio) phosphonate